O1CCOCCN(CCOCCOCCN(CC1)CC=1C(=NC=CC1)C(=O)O)CC=1C(=NC=CC1)C(=O)O 6'-((1,4,10,13-tetraoxa-7,16-diazacyclooctadecane-7,16-diyl)bis(methylene))-dipicolinic acid